ClC1=CC=C(C=C1)C1=CC=C(O1)C=O 5-(4-chlorophenyl)-2-furaldehyde